(S)-5-amino-3-((6-chloro-1-cyclopropyl-7-fluoro-1H-benzo[d]imidazol-5-yl)ethynyl)-1-(pyrrolidin-3-yl)-1H-pyrazole-4-carboxamide NC1=C(C(=NN1[C@@H]1CNCC1)C#CC1=CC2=C(N(C=N2)C2CC2)C(=C1Cl)F)C(=O)N